C1(CC1)C(=O)NC1=CC(=C(N=N1)C(=O)NC)NC1=CC=CC2=C1OCC=1N2C(N(N1)C)=O 6-(cyclopropanecarboxamido)-N-methyl-4-((2-methyl-1-oxo-2,4-dihydro-1H-benzo[b][1,2,4]triazolo[4,3-d][1,4]oxazin-6-yl)amino)pyridazine-3-carboxamide